OCN1CCOCC1 (hydroxymethyl)morpholin